tert-butyl [2-({4-[({7-[(3-chloro-2-methoxyphenyl)carbamothioyl]-6-oxo-5-azaspiro[3.5]non-7-en-8-yl}amino)methyl]pyridin-3-yl}oxy)ethyl]methylcarbamate ClC=1C(=C(C=CC1)NC(=S)C=1C(NC2(CCC2)CC1NCC1=C(C=NC=C1)OCCN(C(OC(C)(C)C)=O)C)=O)OC